Cl.CN(C)CCCCCCCCCCCCCCCCCC N,N-dimethyloctadecylamine hydrochloride Salt